ethyl-2-(2,6-dioxo-3-piperidyl)-4-fluoro-isoindole-1,3-dione C(C)C=1C(=C2C(N(C(C2=CC1)=O)C1C(NC(CC1)=O)=O)=O)F